CC=1C(=NC=NC1)CC(=O)C=1C=C(C#N)C=CC1 3-[(5-Methylpyrimidin-4-Yl)Acetyl]Benzonitrile